N The molecule is an azane that consists of a single nitrogen atom covelently bonded to three hydrogen atoms. It has a role as a nucleophilic reagent, a neurotoxin, a metabolite, an EC 3.5.1.4 (amidase) inhibitor, a refrigerant and a mouse metabolite. It is an azane, a mononuclear parent hydride and a gas molecular entity. It is a conjugate base of an ammonium. It is a conjugate acid of an azanide.